Cl(=O)(=O)(=O)[O-].[Cu+2].NC1N=NCN1.Cl(=O)(=O)(=O)[O-] 3-amino-1,2,4-triazoline copper perchlorate